C1(CC1)C1=NC=NC(=C1C1=NC=C(C(=N1)N(CC1=CC=C(C=C1)OC)CC1=CC=C(C=C1)OC)OC)OC 4'-cyclopropyl-5,6'-dimethoxy-N,N-bis(4-methoxybenzyl)-[2,5'-bipyrimidin]-4-amine